FC(C=1C(=C(C=CC1)[C@@H](C)NC1=NN=C(C=2C1=CN(C(C2)=O)C(C)CCO)C)F)F 4-(((R)-1-(3-(difluoromethyl)-2-fluorophenyl)ethyl)amino)-6-(4-hydroxybut-2-yl)-1-methylpyrido[3,4-d]pyridazin-7(6H)-one